1,2,2-Tris(4-hydroxyphenyl)propane OC1=CC=C(C=C1)CC(C)(C1=CC=C(C=C1)O)C1=CC=C(C=C1)O